2-(1H-Imidazol-1-yl)-5H-pyrrolo[3,2-d]pyrimidine-4-carboxylic acid N1(C=NC=C1)C=1N=C(C2=C(N1)C=CN2)C(=O)O